dodecyl-bis(2-hydroxyethyl)octyl-ammonium hydrogen chloride Cl.C(CCCCCCCCCCC)[N+](CCCCCCCC)(CCO)CCO